CC1=NNC2=CC=C(C=C12)C1=CC=C2C(=N1)SC(=C2)[C@H](O)C2CCOCC2 (R)-(6-(3-methyl-1H-indazol-5-yl)thieno[2,3-b]pyridin-2-yl)(tetrahydro-2H-pyran-4-yl)methanol